C1(NCCC12C(NCC2)=O)=O 2,7-diazaspiro[4.4]nonane-1,6-dione